6-(6-methoxypyridazin-4-yl)-4-(8-(oxetan-3-yl)-3,8-diazabicyclo[3.2.1]octan-3-yl)pyrrolo[1,2-b]pyridazine COC1=CC(=CN=N1)C=1C=C2N(N=CC=C2N2CC3CCC(C2)N3C3COC3)C1